C1(CC1)NC(C)C=1C=C(C=C(C1)C(F)(F)F)NC1=NC=C(C(=N1)NN1C(OC2=C1C=CC=C2)=O)C (2-(3-(1-(cyclopropylamino)ethyl)-5-(trifluoromethyl)phenylamino)-5-methylpyrimidin-4-ylamino)benzo[d]oxazol-2(3H)-one